potassium oxysulfide O=S.[K]